NC1=C(C=NN1C1=C(C=CC=C1)OC1CCC1)C(=O)N1C[C@@]2(CCC1)C1=C(NC(O2)=O)C=CC(=C1F)Cl (R)-1'-(5-Amino-1-(2-cyclobutoxyphenyl)-1H-pyrazole-4-carbonyl)-6-chloro-5-fluorospiro[benzo[d][1,3]oxazine-4,3'-piperidin]-2(1H)-one